2,2,6,6-tetramethylpiperidine-1,4-diol CC1(N(C(CC(C1)O)(C)C)O)C